3-(4-methoxybenzyl)-2-methyl-8-nitroquinazolin-4(3H)-one COC1=CC=C(CN2C(=NC3=C(C=CC=C3C2=O)[N+](=O)[O-])C)C=C1